acryloyloxypropyl-trimethoxysilaneOxypropyltriethoxysilane C(C=C)(=O)OCCCC(C)O[Si](OCC)(OCC)CCCO[Si](OC)(OC)OC